C[C@]12[C@H]3CC[C@]4([C@H]([C@@H]3CC=C2C[C@H](CC1)O)CC[C@@H]4[C@H](C)CCC4=CN=NC=C4)C (1R,3aS,3bS,7S,9aR,9bS,11aR)-9a,11a-dimethyl-1-[(2R)-4-(pyridazin-4-yl)butan-2-yl]-1H,2H,3H,3aH,3bH,4H,6H,7H,8H,9H,9aH,9bH,10H,11H,11aH-cyclopenta[a]phenanthren-7-ol